ethyl (R)-2-(4-(2-(dimethylamino)-2-oxoethyl)-3-(((3-methoxypyridin-2-yl)methyl)carbamoyl)-3-methyl-5-oxo-2,3,4,5-tetrahydrobenzofuro[2,3-f][1,4]oxazepin-8-yl)oxazole-4-carboxylate CN(C(CN1[C@@](COC2=C(C1=O)OC1=C2C=CC(=C1)C=1OC=C(N1)C(=O)OCC)(C)C(NCC1=NC=CC=C1OC)=O)=O)C